FC=1C=C2C(=CNC2=CC1)C1CCN(CC1)S(=O)(=O)C1=CC=C(C=C1)OCCCN1CCN(CC1)C 5-fluoro-3-(1-((4-(3-(4-methylpiperazin-1-yl)propoxy)phenyl)sulfonyl)piperidin-4-yl)-1H-indole